ClC=1N=C(C=2N=C(N(C(C2N1)=O)C)C(F)F)C12CC(C1)(C2)C(F)F 6-chloro-2-(difluoromethyl)-8-[3-(difluoromethyl)-1-bicyclo[1.1.1]pentanyl]-3-methyl-pyrimido[5,4-d]pyrimidin-4-one